2-chloro-1-(3-hydroxyazetidin-1-yl)ethanone ClCC(=O)N1CC(C1)O